C(CCCCCC)OC(=O)CCCCCN(CCCCCCN)CCCCCC(=O)OCCCCCCC N1,N1-Di((heptyloxycarbonyl)pentyl)hexane-1,6-diamine